1-bromo-5-chloro-2-(difluoromethyl)-3-fluorobenzene BrC1=C(C(=CC(=C1)Cl)F)C(F)F